COC=1C=C(CNC(O)=O)C(=CC1OC)[N+](=O)[O-].C(N)(OCC1=CC(=C(C=C1[N+](=O)[O-])OC)OC)=O 3,4-dimethoxy-6-nitrobenzyl carbamate (3,4-dimethoxy-6-nitrobenzyl carbamate)